C(C)OC(=O)C1=CC=2CCC=3C=NC(=NC3C2S1)NC 2-(methylamino)-5,6-dihydrothieno[3,2-h]quinazoline-8-carboxylic acid ethyl ester